N2-((R)-1-cyclopropylethyl)-N4-(1-(3-(trifluoromethyl)phenyl)ethyl)-6-(6-(trifluoromethyl)pyridin-2-yl)-1,3,5-triazine-2,4-diamine C1(CC1)[C@@H](C)NC1=NC(=NC(=N1)NC(C)C1=CC(=CC=C1)C(F)(F)F)C1=NC(=CC=C1)C(F)(F)F